bis[3-(triethoxylsilyl)propyl]disulfide O(CC)[Si](CCCSSCCC[Si](OCC)(OCC)OCC)(OCC)OCC